3-(dimethylamino)propyl 4-((4-(bis(2-((tert-butyldimethylsilyl)oxy) dodecyl)amino)butanoyl)oxy)-3-methoxybenzoate [Si](C)(C)(C(C)(C)C)OC(CN(CCCC(=O)OC1=C(C=C(C(=O)OCCCN(C)C)C=C1)OC)CC(CCCCCCCCCC)O[Si](C)(C)C(C)(C)C)CCCCCCCCCC